SCCCCCCCCCCCCS 1,12-dimercaptododecane